OC(C(=O)OCC)(CN1N=CC(=C1)CN1[C@H](C[C@@]2(CC1)OCCC1=C2SC(=C1CO)C(F)(F)F)C)C ethyl 2-hydroxy-3-[4-[[(2's,7r)-3-(hydroxymethyl)-2'-methyl-2-(trifluoromethyl) spiro[4,5-dihydrothieno[2,3-c]pyran-7,4'-piperidin]-1'-yl] methyl] pyrazol-1-yl]-2-methyl-propionate